B(O)(O)N=[N+]=[N-] azidoboric acid